4-(4-((3S,4S)-4-amino-3-methyl-2-oxa-8-azaspiro[4.5]decan-8-yl)-8-fluoro-2-(((2R,7aS)-2-fluorotetrahydro-1H-pyrrolizin-7a(5H)-yl)methoxy)quinazolin-7-yl)-5-ethynylnaphthalen-2-ol N[C@@H]1[C@@H](OCC12CCN(CC2)C2=NC(=NC1=C(C(=CC=C21)C2=CC(=CC1=CC=CC(=C21)C#C)O)F)OC[C@]21CCCN1C[C@@H](C2)F)C